1-(3-(3-(1H-imidazol-1-yl)quinoxaline-6-carbonyl)-2,4-difluorophenyl)-3-(3-fluorophenyl)urea N1(C=NC=C1)C=1C=NC2=CC=C(C=C2N1)C(=O)C=1C(=C(C=CC1F)NC(=O)NC1=CC(=CC=C1)F)F